Butyl (3-(5-((2-ethyl-5,7-dimethyl-3H-imidazo[4,5-b]pyridin-3-yl) methyl)pyridin-2-yl)-5-(o-tolyl)thiophen-2-yl)sulfonylcarbamate C(C)C1=NC=2C(=NC(=CC2C)C)N1CC=1C=CC(=NC1)C1=C(SC(=C1)C1=C(C=CC=C1)C)S(=O)(=O)NC(OCCCC)=O